C(#N)C[C@@H]1N(CCN(C1)C=1C2=C(N=C(N1)OCC13CCCN3CCC1)CNCC2)C(=O)OC(C)(C)C tert-butyl (S)-2-(cyanomethyl)-4-(2-((tetrahydro-1H-pyrrolizin-7a(5H)-yl)methoxy)-5,6,7,8-tetrahydropyrido[3,4-d]pyrimidin-4-yl)piperazine-1-carboxylate